(5-cyclopropyl-4-isoxazolyl)[2-(methylsulfonyl)-4-(trifluoromethyl)phenyl]methanone C1(CC1)C1=C(C=NO1)C(=O)C1=C(C=C(C=C1)C(F)(F)F)S(=O)(=O)C